ClCC1=NC=CC(=C1)OCC#C 2-chloromethyl-4-(prop-2-yn-1-yl-oxy)pyridine